5-(1-cyclopropyl-1H-pyrazol-4-yl)-2-methoxy-N-(5-oxo-5,6,7,8-tetrahydro-1,6-naphthyridin-3-yl)benzenesulfonamide C1(CC1)N1N=CC(=C1)C=1C=CC(=C(C1)S(=O)(=O)NC=1C=NC=2CCNC(C2C1)=O)OC